bis(2-hexyldecyl) 6,6'-((2-((6-(decyloxy)-6-oxohexyl)(2-hydroxyethyl)amino)ethyl)azanediyl)dihexanoate C(CCCCCCCCC)OC(CCCCCN(CCN(CCCCCC(=O)OCC(CCCCCCCC)CCCCCC)CCCCCC(=O)OCC(CCCCCCCC)CCCCCC)CCO)=O